(+/-)-trans-methyl 3-((2-(5-fluoro-1-tosyl-1H-pyrrolo[2,3-b]pyridin-3-yl)-7-nonyl-7H-pyrrolo[2,3-d]pyrimidin-4-yl)amino)bicyclo[2.2.2]octane-2-carboxylate FC=1C=C2C(=NC1)N(C=C2C=2N=C(C1=C(N2)N(C=C1)CCCCCCCCC)NC1C(C2CCC1CC2)C(=O)OC)S(=O)(=O)C2=CC=C(C)C=C2